2-{5-[(1-methylpiperidin-4-yl)amino][1,3]thiazolo[5,4-d][1,3]thiazol-2-yl}-5-(1H-pyrazol-4-yl)phenol CN1CCC(CC1)NC=1SC2=C(N1)SC(=N2)C2=C(C=C(C=C2)C=2C=NNC2)O